((1s,3s)-3-Hydroxy-3-methylcyclobutyl)(7-(p-tolyloxy)-2-azaspiro[3.5]nonan-2-yl)methanone OC1(CC(C1)C(=O)N1CC2(C1)CCC(CC2)OC2=CC=C(C=C2)C)C